(1R,3S)-3-{3-[(1,3-thiazol-4-ylacetyl)amino]-1H-pyrazol-5-yl}cyclopentyl (1-methylcyclopropyl)-carbamate CC1(CC1)NC(O[C@H]1C[C@H](CC1)C1=CC(=NN1)NC(CC=1N=CSC1)=O)=O